O=C1N(CCC(N1)=O)C1=NN(C2=CC(=C(C=C12)F)C1CCN(CC1)CC(=O)O)C 2-[4-[3-(2,4-dioxohexahydropyrimidin-1-yl)-5-fluoro-1-methyl-indazol-6-yl]-1-piperidyl]acetic acid